thiolactic acid disulfide C(C(O)C)(=S(=S)=S)O